C(C1=CC=CC=C1)OC(=O)NCCCC[C@@H](C(=O)O)NC(=O)OCC1C2=CC=CC=C2C=2C=CC=CC12 (2s)-6-{[(benzyloxy)carbonyl]amino}-2-({[(9H-fluoren-9-yl)methoxy]carbonyl}amino)hexanoic acid